1-benzyl-3-(pyridin-3-yl)-1H-pyrrole-2,5-dione C(C1=CC=CC=C1)N1C(C(=CC1=O)C=1C=NC=CC1)=O